(2S,6R)-tert-butyl 4-((S)-10-chloro-3-((dimethylamino)methyl)-5-oxo-9-(trifluoromethyl)-3,5-dihydro-2H-[1,4]thiazino[2,3,4-ij]quinazolin-7-yl)-2,6-dimethylpiperazine-1-carboxylate ClC1=C(C=C2C(=NC(N3C2=C1SC[C@@H]3CN(C)C)=O)N3C[C@@H](N([C@@H](C3)C)C(=O)OC(C)(C)C)C)C(F)(F)F